OCC[C@@H](C)NC(=O)C=1C(=C2C(=NC1)SC(=C2)C2=CN=CS2)NC(C)C (R)-N-(4-Hydroxybutan-2-yl)-4-(isopropylamino)-2-(thiazol-5-yl)thieno[2,3-b]pyridin-5-carboxamid